CC1(C=CC(C=O)O1)C 5,5-dimethylfurfural